N-(5-(4-bromophenyl)-1,3,4-thiadiazol-2-yl)-1-ethyl-4-hydroxy-2-quinolone-3-carboxamide BrC1=CC=C(C=C1)C1=NN=C(S1)NC(=O)C=1C(N(C2=CC=CC=C2C1O)CC)=O